C(#N)C=1N=CC(=NC1)NC1=NC=C(C(=C1)NC[C@H]1CN(CCO1)C(=O)OC(C)(C)C)C(F)(F)F Tert-butyl (S)-2-(((2-((5-cyanopyrazin-2-yl)amino)-5-(trifluoromethyl)pyridin-4-yl)amino)methyl)morpholine-4-carboxylate